C(C(C)C)OC=1C(=NN(C(C1)=O)CC(=O)NC12CC(C1)(C2)C(=O)OC)C(C)C methyl 3-(2-(4-isobutoxy-3-isopropyl-6-oxopyridazin-1(6H)-yl)acetamido)bicyclo[1.1.1]pentane-1-carboxylate